C(C)(=O)N1CC[C@@H]2N(C([C@H](C1)NC(=O)C=1NC3=CC=C(C=C3C1)C(F)(F)P(O)(O)=O)=O)[C@@H](CC2)C(N(C)C2=CC=C(C=C2)Cl)=O ((2-(((5S,8S,10aR)-3-acetyl-8-((4-chlorophenyl)(methyl)carbamoyl)-6-oxodecahydropyrrolo[1,2-a][1,5]diazocin-5-yl)carbamoyl)-1H-indol-5-yl)difluoromethyl)phosphonic acid